(4-Bromopyrrolo[2,3-b]pyridin-1-yl)-triisopropyl-silane BrC1=C2C(=NC=C1)N(C=C2)[Si](C(C)C)(C(C)C)C(C)C